NC=1C(=NC=C(C1C1=CC(=C(C(=O)NC2=CC(=NC=C2)C(F)(F)F)C=C1F)Cl)C#C)Cl 4-(3-amino-2-chloro-5-ethynylpyridin-4-yl)-2-chloro-5-fluoro-N-(2-(trifluoromethyl)pyridin-4-yl)benzamide